tetramethylhydroxypiperidinol CC1C(C(N(CC1)O)(O)C)(C)C